C(CC(C)C)N1CCC(CC1)C=1C=C2C(=C(NC2=CC1)C=1C=C(C(N(C1)C)=O)C)C(C)C 5-(5-(1-isopentylpiperidin-4-yl)-3-isopropyl-1H-indol-2-yl)-1,3-dimethylpyridin-2(1H)-one